bisstearyl thiodipropionate S(CCC(=O)OCCCCCCCCCCCCCCCCCC)CCC(=O)OCCCCCCCCCCCCCCCCCC